6-(4,4-difluorocyclohexyl)benzoic acid FC1(CCC(CC1)C1=CC=CC=C1C(=O)O)F